[Bi+3].C(CCCCCCCCCCC)(=O)[O-].C(CCCCCCCCCCC)(=O)[O-].C(CCCCCCCCCCC)(=O)[O-] tris(laurate) bismuth